C(C)(C)(C)OC(=O)NC=1C=CC2=C(NC(=N2)C(F)(F)F)C1C(=O)OC methyl 6-((tert-butoxycarbonyl)amino)-2-(trifluoromethyl)-1H-benzo[d]imidazole-7-carboxylate